P(=O)(OC(C)(C)C)(OC(C)(C)C)OCl di-tert-butyl chloro phosphate